CC(CNCCCCN)C(C)C N-(2,3-dimethylbutyl)butane-1,4-diamine